C(O)C1CC2CCC(CC2CC1)CO 2,6-dimethyloldecalin